6-(piperidin-4-yl)-1-(m-tolyl)-1H-indazole N1CCC(CC1)C1=CC=C2C=NN(C2=C1)C=1C=C(C=CC1)C